N-(5-(diaminophosphoryl)-4-methylthiazol-2-yl)-2-(2',5'-difluoro-[1,1'-biphenyl]-4-yl)-N-methylacetamide NP(=O)(N)C1=C(N=C(S1)N(C(CC1=CC=C(C=C1)C1=C(C=CC(=C1)F)F)=O)C)C